C(C1=CC=CC=C1)OC(=O)N[C@H](C(=O)OC)CCC(=O)C1=CC=C(C=C1)OCC1=CC=CC=C1 methyl (S)-2-(((benzyloxy)carbonyl)amino)-5-(4-(benzyloxy)phenyl)-5-oxopentanoate